COC(=O)C=1C=C2C(=NN(C2=CC1)C(F)F)C 1-(difluoromethyl)-3-methylindazole-5-carboxylic acid methyl ester